CNC(=O)C1=CC=2N(C=C1)N=C(C2)N2C(CNCC2)=O N-methyl-2-(2-oxopiperazin-1-yl)pyrazolo[1,5-a]pyridine-5-carboxamide